1-Isopropyl-3,3,5,7-tetramethyl-5-propyloctahydrobenzo[c]isoxazol C(C)(C)N1OC(C2C1C(CC(C2)(CCC)C)C)(C)C